tert-butyl ((R)-1-((4-((S)-2-methoxy-1-((S)-2-oxo-4-(trifluoromethyl)imidazolidin-1-yl)ethyl)pyridin-2-yl)amino)-1-oxo-3-((1,1,1-trifluoro-2-methylpropan-2-yl)oxy)propan-2-yl)carbamate COC[C@@H](N1C(N[C@@H](C1)C(F)(F)F)=O)C1=CC(=NC=C1)NC([C@@H](COC(C(F)(F)F)(C)C)NC(OC(C)(C)C)=O)=O